6-ethyl-2-methylpyridin C(C)C1=CC=CC(=N1)C